1,1,5,5-Tetrakis[4-(diethylamino)phenyl]-1,4-pentadiene-3-ylium p-toluenesulfonate CC1=CC=C(C=C1)S(=O)(=O)[O-].C(C)N(C1=CC=C(C=C1)C(=C[CH+]C=C(C1=CC=C(C=C1)N(CC)CC)C1=CC=C(C=C1)N(CC)CC)C1=CC=C(C=C1)N(CC)CC)CC